2-((R)-3-((6-chloro-5-methylpyridazin-3-yl)amino)piperidin-1-yl)-1-(3-hydroxypyrrolidin-1-yl)ethan-1-one ClC1=C(C=C(N=N1)N[C@H]1CN(CCC1)CC(=O)N1CC(CC1)O)C